(S)-tert-butyl-4-(1-(6-(4-fluoro-1H-pyrazol-1-yl) pyridin-3-yl) ethyl)-5-carbonyl-1-oxa-4,9-diazaspiro[5.5]undecane-9-carboxylate C(C)(C)(C)OC(=O)N1CCC2(C(N(CCO2)[C@@H](C)C=2C=NC(=CC2)N2N=CC(=C2)F)=C=O)CC1